NC1=NC=2C=CC=CC2C2=C1N=CN2CC(CO)C 3-(4-amino-1H-imidazo[4,5-C]quinoline-1-yl)-2-methylpropan-1-ol